N-(5-(3'-Methyl-2'-oxo-2',3'-dihydrospiro[cyclobutane-1,1'-pyrrolo[2,3-c]quinolin]-8'-yl)-2-(2,6-diazaspiro[3.3]heptan-2-yl)pyridin-3-yl)methanesulfonamide formate C(=O)O.CN1C(C2(C3=C1C=NC=1C=CC(=CC31)C=3C=C(C(=NC3)N3CC1(C3)CNC1)NS(=O)(=O)C)CCC2)=O